C(C1=CC=CC=C1)N1[C@H]([C@@H](CC1=O)NC(OC(C)(C)C)=O)C1=CC2=C(OCCO2)C=C1 tert-butyl ((trans)-1-benzyl-2-(2,3-dihydrobenzo[b][1,4]dioxin-6-yl)-5-oxopyrrolidin-3-yl)carbamate